C1=NC=CC2=CC=C(C=C12)[C@H]1CC[C@H]2[C@@H]3CCC4C[C@H](CC[C@@]4(C3CC[C@]12C)C)N(C(C)=O)C N-((3S,8R,10S,13S,14S,17S)-17-(isoquinolin-7-yl)-10,13-dimethylhexadecahydro-1H-cyclopenta[a]phenanthren-3-yl)-N-methylacetamide